C(C)OC(=O)C1=CC2=C(N1)CC1(C(N(C3=NC=CC=C31)COCC[Si](C)(C)C)=O)C2 2'-oxo-1'-((2-(trimethylsilyl)ethoxy)methyl)-1',2',4,6-tetrahydro-1H-spiro[cyclopenta[b]pyrrole-5,3'-pyrrolo[2,3-b]pyridine]-2-carboxylic acid ethyl ester